N,N-bis(hydroxymethyl)urea OCN(C(=O)N)CO